(4-fluorophenyl)(2-(4-fluorophenyl)-3-(2-methylpyridin-4-yl)-6,7-dihydropyrazolo[1,5-a]pyrazin-5(4H)-yl)methanone FC1=CC=C(C=C1)C(=O)N1CC=2N(CC1)N=C(C2C2=CC(=NC=C2)C)C2=CC=C(C=C2)F